NC1=NC=NC=2N(C3=C(C=C(C=C3C21)[N+](=O)[O-])OC)CC(=O)OC(C)(C)C tert-butyl 2-(4-amino-8-methoxy-6-nitro-9H-pyrimido[4,5-b]indol-9-yl)acetate